4-(1-(2-cyano-1-cyclopentylethyl)-5-(3,5-dimethylisoxazol-4-yl)-1H-pyrrolo[2,3-b]pyridin-3-yl)-3-(trifluoromethoxy)benzoic acid C(#N)CC(C1CCCC1)N1C=C(C=2C1=NC=C(C2)C=2C(=NOC2C)C)C2=C(C=C(C(=O)O)C=C2)OC(F)(F)F